(R)-3-chloro-4-(trifluoromethoxy)benzyl-(4-(2-hydroxypropoxy)butyl)carbamic acid tert-butyl ester C(C)(C)(C)OC(N(CCCCOC[C@@H](C)O)CC1=CC(=C(C=C1)OC(F)(F)F)Cl)=O